N5-(3-fluoro-4-(2-(pyrrolidin-1-yl)ethoxy)phenethyl)-2-(furan-2-yl)-[1,2,4]triazolo[1,5-a][1,3,5]triazine-5,7-diamine FC=1C=C(CCNC2=NC=3N(C(=N2)N)N=C(N3)C=3OC=CC3)C=CC1OCCN1CCCC1